N-(2-(benzylamino)-1-(furan-2-yl)-2-oxoethyl)-N-(pentan-3-yl)-4-(pyridin-1-yl)butanamide C(C1=CC=CC=C1)NC(C(C=1OC=CC1)N(C(CCCN1CC=CC=C1)=O)C(CC)CC)=O